CC(C)CN(CCO)CC(C)C 2-(N,N-diisobutylamino)ethanol